1-(4-(4-amino-1-(3-hydroxycyclobutyl)-1H-pyrazolo[3,4-d]pyrimidin-3-yl)-2-fluorophenyl)-3-(3-(1-(trifluoromethyl)cyclopropyl)isoxazol-5-yl)urea Boron trichloride B(Cl)(Cl)Cl.NC1=C2C(=NC=N1)N(N=C2C2=CC(=C(C=C2)NC(=O)NC2=CC(=NO2)C2(CC2)C(F)(F)F)F)C2CC(C2)O